COC1=C(C=CC=C1)C#CC1=C(N)C=CC=C1 2-((2-methoxyphenyl)ethynyl)aniline